tributyl-(6-(2-butyloctyl)thieno[3,2-b]thiophen-2-yl)stannane C(CCC)[Sn](C1=CC2=C(S1)C(=CS2)CC(CCCCCC)CCCC)(CCCC)CCCC